C1(CCCC1)C1=NC2=NC=NC(=C2N1)C(=O)NCC1=CC(=CC(=C1)N1CCN(CC1)C1=CC=C(C=C1)F)F 8-Cyclopentyl-N-(3-fluoro-5-(4-(4-fluorophenyl)piperazin-1-yl)benzyl)-7H-purine-6-carboxamide